6-(Allylthio)-3-fluoro-N,N-bis(4-methoxybenzyl)-5-(trifluoromethyl)pyridin-2-amine C(C=C)SC1=C(C=C(C(=N1)N(CC1=CC=C(C=C1)OC)CC1=CC=C(C=C1)OC)F)C(F)(F)F